N1C=CC=2C1=NC(=CC2)NC(OC(C)(C)C)=O tert-butyl (1H-pyrrolo[2,3-b]pyridine-6-yl)carbamate